5-(5-chloro-2-((1-cyclopropyl-1H-pyrazol-4-yl)amino)pyrimidin-4-yl)-N-(cyanomethyl)picolinamide ClC=1C(=NC(=NC1)NC=1C=NN(C1)C1CC1)C=1C=CC(=NC1)C(=O)NCC#N